C(C(=C)C)(=O)OCCC[Si](CC)(CC)OCC γ-Methacryloyloxy-propylethoxydiethyl-silan